cyclohexane-1,3,4-tricarboxylic acid-3,4-anhydride C1(CC2C(CC1)C(=O)OC2=O)C(=O)O